COC=1C=C(C=C(C1)OC)C1=CC(CCC1)=O 3',5'-dimethoxy-5,6-dihydro-[1,1'-biphenyl]-3(4H)-one